((nitrilotris(ethane-2,1-diyl))tris(1,3,5-triazinane-5,1,3-triyl))hexakis(propan-2-ol) N(CCN1CN(CN(C1)CC(C)O)CC(C)O)(CCN1CN(CN(C1)CC(C)O)CC(C)O)CCN1CN(CN(C1)CC(C)O)CC(C)O